CN1C2=C(OC[C@@H](C1=O)NC(C1=NC=CC(=C1)OC1=CC=CC=C1)=O)C=CC(=C2)C#CC=2N=CN(C2)C (S)-N-(5-Methyl-7-((1-methyl-1H-imidazol-4-yl)ethynyl)-4-oxo-2,3,4,5-tetrahydrobenzo[b][1,4]oxazepin-3-yl)-4-phenoxypicolinamid